4-((8-(trifluoromethyl)quinolin-5-yl)amino)piperidine-1-carboxylic acid tert-butyl ester C(C)(C)(C)OC(=O)N1CCC(CC1)NC1=C2C=CC=NC2=C(C=C1)C(F)(F)F